C(=O)(O)CC(P(O)(O)=O)P(O)(O)=O (2-carboxyethylidene)bisphosphonic acid